CC1=NN(C(=C1[Se]C1=CC=C(C=C1)C(F)(F)F)C)C1=CC=CC=C1 3,5-dimethyl-1-phenyl-4-((4-(trifluoromethyl)phenyl)selanyl)-1H-pyrazole